2-amino-9-[(2S,3S,4R,5S)-3,4-dihydroxy-5-(hydroxymethyl)oxolan-2-yl]-6,9-dihydro-1H-purin-6-one NC=1NC(C=2N=CN(C2N1)[C@H]1O[C@H]([C@@H]([C@@H]1O)O)CO)=O